1-hydroxy-3,6-naphthalenedisulfonate OC1=CC(=CC2=CC(=CC=C12)S(=O)(=O)[O-])S(=O)(=O)[O-]